C(C)(C)(C)OC(=O)N1CCC(CC1)C(C(=O)O)C 2-(1-tert-Butoxycarbonyl-4-piperidyl)propionic acid